hydroxy-3,5,7,3',5'-pentamethoxyflavone OC=1C(=C2C(C(=C(OC2=CC1OC)C1=CC(=CC(=C1)OC)OC)OC)=O)OC